5-dodecylheptadecyl 5-((4-(dimethylamino)butanoyl)oxy)dodecanoate CN(CCCC(=O)OC(CCCC(=O)OCCCCC(CCCCCCCCCCCC)CCCCCCCCCCCC)CCCCCCC)C